(11R)-11-(cyclobutylmethyl)-6-(2,6-dimethylphenyl)-9-oxa-2λ6-thia-3,5,12,19-tetraazatricyclo[12.3.1.14,8]nonadeca-1(17),4,6,8(19),14(18),15-hexaene-2,2,13-trione C1(CCC1)C[C@@H]1COC=2C=C(N=C(NS(C3=CC=CC(C(N1)=O)=C3)(=O)=O)N2)C2=C(C=CC=C2C)C